FC1=C(C(=O)NC2=CC(=C(C=C2)F)C(NO)=O)C=CC=C1C(F)(F)F 2-fluoro-N-(4-fluoro-3-(N-hydroxycarbamoyl)phenyl)-3-(trifluoromethyl)benzamide